[(methylsulfonimidoyl)amino]cyclohexanecarboxamide CS(=O)(=N)NC1(CCCCC1)C(=O)N